C(C1=CC=CC=C1)OC1=C(C=C2C(C=C(OC2=C1[N+](=O)[O-])C1=CC=C(C#N)C=C1)=O)F 4-(7-(benzyloxy)-6-fluoro-8-nitro-4-oxo-4H-chromen-2-yl)benzonitrile